[Si](C)(C)(C(C)(C)C)OCCCC=1C(=C2C=NN(C2=CC1Cl)C1OCCCC1)C1=C(C=2N=C(N=C(C2C=N1)N1CCOC[C@H](C1)O)SC)F (6S)-4-(7-(5-(3-((tert-butyldimethylsilyl)oxy)propyl)-6-chloro-1-(tetrahydro-2H-pyran-2-yl)-1H-indazol-4-yl)-8-fluoro-2-(methylthio)pyrido[4,3-d]pyrimidin-4-yl)-1,4-oxazepan-6-ol